C1(CCCCC1)C1=CC=C(C=C1)NC=1C2=C(N=C(N1)N1C[C@H](OCC1)C)N=CC(=C2)N N~4~-(4-cyclohexylphenyl)-2-[(2R)-2-methylmorpholin-4-yl]pyrido[2,3-d]pyrimidine-4,6-diamine